9,9-dimethyl-9,10-dihydro-acridine CC1(C2=CC=CC=C2NC=2C=CC=CC12)C